N,3-dibenzyloxetan-3-amine C(C1=CC=CC=C1)NC1(COC1)CC1=CC=CC=C1